FC1(CCN(CC1)C1=NC=CC(=N1)C=1C=NN(C1)C1=C(C=C(N)C=C1)N1CCC2(CC2)CC1)F 4-(4-(2-(4,4-difluoropiperidin-1-yl)pyrimidin-4-yl)-1H-pyrazol-1-yl)-3-(6-azaspiro[2.5]octan-6-yl)aniline